3-(4-fluoro-2-isopropoxy-phenyl)-6-(1-methylpyrazol-4-yl)pyridin-2-ol FC1=CC(=C(C=C1)C=1C(=NC(=CC1)C=1C=NN(C1)C)O)OC(C)C